(2S)-2-(3,3-diethylureido)-4-((3,3-difluoro-2-methoxypropyl)(4-(5,6,7,8-tetrahydro-1,8-naphthyridin-2-yl)butyl)amino)butanoic acid C(C)N(C(N[C@H](C(=O)O)CCN(CCCCC1=NC=2NCCCC2C=C1)CC(C(F)F)OC)=O)CC